TETRAHYDRONAPHTHO[1,2-B]FURAN-2(3H)-ONE O1C=2C(CC1=O)CCC1C=CC=CC12